P(=O)(O)(O)O[C@H]1[C@@H](O[C@@H]([C@H]1F)CO)N1C(=O)NC(=O)C=C1.C1(=CC=CC=C1)[Se]C1=CC=C(C=C1)C(F)(F)F 1-(Phenylseleno)-4-(Trifluoromethyl)Benzene 3'-fluoro-3'-deoxyuridine-2'-phosphate